1-(4-[(2-chloro-6-fluorophenyl)carbamoyl]-2-fluoro-5-{[(2S)-1,1,1-trifluoropropan-2-yl]oxy}phenyl)-5-oxo-4-propyl-4,5-dihydro-1H-1,2,4-triazole-3-carboxylic acid ClC1=C(C(=CC=C1)F)NC(=O)C1=CC(=C(C=C1O[C@H](C(F)(F)F)C)N1N=C(N(C1=O)CCC)C(=O)O)F